CC1=NN=C(O1)C1=CC=C(OC2=CC=C(C=C2)C(C)(C)C2=CC=C(OC3CC(C3)NC(OC(C)(C)C)=O)C=C2)C=C1 tert-butyl ((1r,3r)-3-(4-(2-(4-(4-(5-methyl-1,3,4-oxadiazol-2-yl)phenoxy)phenyl) propan-2-yl)phenoxy)cyclobutyl)carbamate